(4aR,7aR)-6-(3-fluoropropyl)octahydro-1H-pyrrolo[3,4-b]pyridine FCCCN1C[C@@H]2NCCC[C@@H]2C1